1,3,5-tris[2,2-dimethyl-propionylamino]benzene CC(C(=O)NC1=CC(=CC(=C1)NC(C(C)(C)C)=O)NC(C(C)(C)C)=O)(C)C